methyl (2S,4R)-4-(difluoromethoxy)-1-((2-fluorophenoxathiine-3-carbonyl)glycyl)pyrrolidine-2-carboxylate FC(O[C@@H]1C[C@H](N(C1)C(CNC(=O)C=1C(=CC=2SC3=CC=CC=C3OC2C1)F)=O)C(=O)OC)F